1-(2-(((1-isobutyl-6-((5-methylthiazol-2-yl)amino)-1H-pyrrolo[3,2-c]pyridin-4-yl)oxy)methyl)pyrrolidin-1-yl)prop-2-en-1-one C(C(C)C)N1C=CC=2C(=NC(=CC21)NC=2SC(=CN2)C)OCC2N(CCC2)C(C=C)=O